COC1=CC=C(CN(S(=O)(=O)C2=NN(C=C2C(=O)N(C)C)C(CO)(C)C)CC2=CC=C(C=C2)OC)C=C1 3-(N,N-bis(4-methoxybenzyl)sulfamoyl)-1-(1-hydroxy-2-methylpropan-2-yl)-N,N-dimethyl-1H-pyrazole-4-carboxamide